bis[3-(trimethoxysilyl) propyl] hexamethylenediamine anthracenyl-sulfonate C1(=CC=CC2=CC3=CC=CC=C3C=C12)S(=O)(=O)O.CO[Si](CCCNCCCCCCNCCC[Si](OC)(OC)OC)(OC)OC